(propane-2,2-diylbis(cyclohexane-4,1-diyl)) terephthalate C1(C2=CC=C(C(=O)OC3CCC(CC3)C(C)(C)C3CCC(CC3)O1)C=C2)=O